vinyl-(cyclopentadiene) C(=C)C1=CC=CC1